2-(4-chlorophenyl)-5-methyl-3-phenyl-6-(quinolin-6-yl)pyrazolo[1,5-a]pyrimidin-7(4H)-one ClC1=CC=C(C=C1)C1=NN2C(NC(=C(C2=O)C=2C=C3C=CC=NC3=CC2)C)=C1C1=CC=CC=C1